CC=1C(NC(N([C@H]2[C@H](O)[C@H](O)[C@@H](CO)O2)C1)=S)=O 5-methyl-2-Thiouridine